CN(C(CC(C)(C)C=1N(C2=CC=CC(=C2C1C1=CC=C(C(=O)O)C=C1)O)C1=CC=C(C=C1)F)=O)C 4-[2-[3-(dimethylamino)-1,1-dimethyl-3-oxo-propyl]-1-(4-fluorophenyl)-4-hydroxy-indol-3-yl]benzoic acid